C(C)(=O)ON.[Co] cobalt amino acetate